C1(CCC1)N[C@@H]1CN(CC1)C=1N=NC(=CC1)C1=C(C=C(C=C1)C1=NC=NC(=C1)OC)OCOC (3S)-N-cyclobutyl-1-{6-[2-(methoxymethoxy)-4-(6-methoxypyrimidin-4-yl)phenyl]pyridazin-3-yl}pyrrolidin-3-amine